tert-butyl N-[2-(4-{[(4-{[6-(5-chloro-2-fluorophenyl)-3-methylpyridazin-4-yl] amino} pyridin-2-yl)carbamoyl] methyl} piperazin-1-yl)ethyl]carbamate ClC=1C=CC(=C(C1)C1=CC(=C(N=N1)C)NC1=CC(=NC=C1)NC(=O)CN1CCN(CC1)CCNC(OC(C)(C)C)=O)F